C1(=CC(=CC=C1)[C@@H]1N(OCC1)C1=CC(=NC=N1)NC=1C(=CC(=C(C1)NC(C=C)=O)N1CCN(CC1)CC)OC)C1=CC=CC=C1 (R)-N-(5-((6-(3-([1,1'-biphenyl]-3-yl)isoxazolidin-2-yl)pyrimidin-4-yl)-amino)-2-(4-ethyl-piperazin-1-yl)-4-methoxyphenyl)-acrylamide